indeno[5,6-d]imidazole N1=CN=C2C1=CC1=CC=CC1=C2